1-[Bis(dimethylamino)methylene]-1H-1,2,3-triazolo[4,5-b]pyridinium 3-oxide HCl Hydrogen chloride Cl.Cl.CN(C)C(=[N+]1N=[N+](C2=NC=CC=C21)[O-])N(C)C